2-(3-ethoxy-4-hydroxybenzylidene)-6-methoxy-2,3-dihydro-1H-inden-1-one C(C)OC=1C=C(C=C2C(C3=CC(=CC=C3C2)OC)=O)C=CC1O